disodium ethylenediaminetetraacetate dihydrate O.O.C(CN(CC(=O)[O-])CC(=O)[O-])N(CC(=O)O)CC(=O)O.[Na+].[Na+]